(1-(2-(5-bromobenzo[b]thiophen-3-yl)ethyl)-7-ethoxy-6-methoxy-3,4-dihydroisoquinolin-2(1H)-yl)(morpholinyl)methanone BrC1=CC2=C(SC=C2CCC2N(CCC3=CC(=C(C=C23)OCC)OC)C(=O)N2CCOCC2)C=C1